2,4,6-Tri-t-butylphenyl-2-butyl-2-ethyl-1,3-propane-diol C(C)(C)(C)C1=C(C(=CC(=C1)C(C)(C)C)C(C)(C)C)C(C(CO)(CC)CCCC)O